(±)-tert-butyl 4-((4-hydroxy-2-(4-(methoxycarbonyl)phenyl)piperidin-1-yl)methyl)-5-methoxy-7-methyl-1H-indole-1-carboxylate OC1CC(N(CC1)CC1=C2C=CN(C2=C(C=C1OC)C)C(=O)OC(C)(C)C)C1=CC=C(C=C1)C(=O)OC